[(2R,3S,4R,5R,6S)-4,5-diacetoxy-6-aminoxy-3-fluoro-tetrahydropyran-2-yl]methyl acetate C(C)(=O)OC[C@H]1O[C@H]([C@@H]([C@H]([C@H]1F)OC(C)=O)OC(C)=O)ON